tert-butyl N-[3-[[4-[4-(3-chloro-2-cyano-4-pyridyl)-1,4-diazepan-1-yl]benzoyl]-methyl-amino]propyl]carbamate ClC=1C(=NC=CC1N1CCN(CCC1)C1=CC=C(C(=O)N(CCCNC(OC(C)(C)C)=O)C)C=C1)C#N